docosyl fluoroundecyl-sulfonate FCCCCCCCCCCCS(=O)(=O)OCCCCCCCCCCCCCCCCCCCCCC